N-(5-nitropyridin-2-yl)ethylenediamine [N+](=O)([O-])C=1C=CC(=NC1)NCCN